n-pentyl-zinc iodide [I-].C(CCCC)[Zn+]